acetyl-aminobenzophenone hydrazone C(C)(=O)C=1C(=C(C(C2=CC=CC=C2)=NN)C=CC1)N